BrC1=C2C=C(C(N(C2=CC(=C1)OC)C)=O)C 5-bromo-7-methoxy-1,3-dimethylquinolin-2(1H)-one